4-(2-(5-chloro-1-cyclopropyl-1H-imidazol-4-yl)vinyl)thiazol ClC1=C(N=CN1C1CC1)C=CC=1N=CSC1